C(OCCCO)([O-])=O 3-hydroxypropyl carbonate